CSSC=1C(C(=O)[O-])=CC=CC1.[Na+] sodium methylmercaptothiosalicylate